4,4'-azanediylbis(N,N-dioctylbutanamide) N(CCCC(=O)N(CCCCCCCC)CCCCCCCC)CCCC(=O)N(CCCCCCCC)CCCCCCCC